N-[2-(benzylamino)-2-oxo-1-phenylethyl]-N-(3-cyanophenyl)prop-2-ynamide C(C1=CC=CC=C1)NC(C(C1=CC=CC=C1)N(C(C#C)=O)C1=CC(=CC=C1)C#N)=O